2-ethyl-7-methyl-5H-furo[2,3-d]pyridazin-4-one C(C)C1=CC2=C(C(=NNC2=O)C)O1